NC=1C(=NC(=C(C1)OC1CC1)Cl)C(=O)OC methyl 3-amino-6-chloro-5-cyclopropoxypyridine-2-carboxylate